ClC1=C(C=CC(=C1)F)C=1C(=NN(C1NC1=C(C=CC=C1[N+](=O)[O-])F)C)C 4-(2-chloro-4-fluorophenyl)-N-(2-fluoro-6-nitrophenyl)-1,3-dimethyl-1H-pyrazol-5-amine